C(C)(C)(C)OC(=O)N1CC2CCC(C1)C2C(=O)N2N=CCC2C2=CC=CC=C2 8-(5-phenyl-4,5-dihydro-1H-pyrazole-1-carbonyl)-3-azabicyclo[3.2.1]octane-3-carboxylic acid tert-butyl ester